OC12CC3CC(CC(C1)C3)C2 5-hydroxyadamantan